C1(CCC2=CC=CC=C12)C(=O)N1CC2(CC1)C(NC(CC2)=O)=O 2-(2,3-dihydro-1H-indene-1-carbonyl)-2,7-diazaspiro[4.5]decane-6,8-dione